C(CCCCC(C)C)OC(CCC1=CC(=C(C(=C1)C(C)(C)C)O)C(C)(C)C)=O 3,5-di-tert-butyl-4-hydroxy-benzenepropanoic acid isooctyl ester